7-ethyl-2-methyl-3-(((trifluoromethyl)sulfonyl)oxy)-2,4,5,7-tetrahydro-6H-pyrazolo[3,4-c]pyridine-6-carboxylic acid tert-butyl ester C(C)(C)(C)OC(=O)N1C(C=2C(CC1)=C(N(N2)C)OS(=O)(=O)C(F)(F)F)CC